2-(((2R,3S,4R,5R)-5-(6-amino-2-chloro-9H-purin-9-yl)-3,4-dihydroxytetrahydrofuran-2-yl)methoxy)-3-(2'-(diethylcarbamoyl)-[1,1'-biphenyl]-4-yl)-2-(thiazol-4-yl)propanoic acid NC1=C2N=CN(C2=NC(=N1)Cl)[C@H]1[C@@H]([C@@H]([C@H](O1)COC(C(=O)O)(CC1=CC=C(C=C1)C1=C(C=CC=C1)C(N(CC)CC)=O)C=1N=CSC1)O)O